CC1=C(C2=C(N=CN=C2NC2(CC2)C)O1)C(=O)N1CC(CC1)C1=C(C=CC=C1)O (1-{6-methyl-4-[(1-methylcyclopropyl)amino]furo[2,3-d]pyrimidin-5-carbonyl}pyrrolidin-3-yl)phenol